(1S,2S)-methyl 2-[(3-chloro-4-fluorophenyl)carbonyl]cyclopropane-1-carboxylate ClC=1C=C(C=CC1F)C(=O)[C@@H]1[C@H](C1)C(=O)OC